C(CCCCC)C(CCC(=O)O)CCCCCC 4-hexyldecanoic acid